(R)-2-amino-3-(3-(4-ethyl-1H-imidazol-1-yl)-5-fluorobenzamido)propanoic acid N[C@@H](C(=O)O)CNC(C1=CC(=CC(=C1)F)N1C=NC(=C1)CC)=O